tert-butyl 6-cyano-(3R,5R)-dihydroxy-hexanoate C(#N)CCCCC(C(=O)OC(C)(C)C)(O)O